(1R,2S,5S)-2-(Hydroxymethyl)-3-(4-methoxybenzyl)-3,8-diazabicyclo[3.2.1]octane-8-carboxylic acid tert-butyl ester C(C)(C)(C)OC(=O)N1[C@H]2[C@H](N(C[C@@H]1CC2)CC2=CC=C(C=C2)OC)CO